BrC=1C=NN2C1OC(C2)C 7-bromo-2-methyl-2,3-dihydropyrazolo[5,1-b]oxazole